ClC=1C=C(C=C(C1)Cl)C1(CC(=NO1)N1CC=2C=NC(=CC2C1)C(=O)NCC1(CC1)C)C(F)(F)F 2-(5-(3,5-dichlorophenyl)-5-(trifluoromethyl)-4,5-dihydroisoxazol-3-yl)-N-((1-methylcyclopropyl)methyl)-2,3-dihydro-1H-pyrrolo[3,4-c]pyridine-6-carboxamide